FC(OC1=C(C=CC(=C1)F)[C@@H]1[C@H](O[C@@]([C@@H]1C)(C(F)(F)F)C)C(=O)NC1=CC(=NC=C1)C(=O)N)F |o1:10,11,13,14| rel-(2S,3R,4R,5S)-4-[[3-[2-(difluoromethoxy)-4-fluoro-phenyl]-4,5-dimethyl-5-(trifluoromethyl)tetrahydrofuran-2-carbonyl]amino]pyridine-2-carboxamide